N-[(cyano(pyridin-2-yl)methyleneaminooxy)-(dimethylamino)methylene]-N-morpholinomethylammonium hexafluorophosphate F[P-](F)(F)(F)(F)F.C(#N)C(C1=NC=CC=C1)=NOC(=[NH+]CN1CCOCC1)N(C)C